O[C@]([C@H](/C=C/[C@@H]([C@H](C=O)\C(\C)=C\C=C\[C@H](C)C1=NC=CC=C1)C)OC(=O)N1CCN(CC1)C1CCC1)(CC[C@@H](CC=O)O)C 4-cyclobutylpiperazine-1-carboxylic acid [(2s,3s,4e,6s,7s,10s)-7,10-dihydroxy-3,7-dimethyl-12-oxo-2-[(2e,4e,6s)-6-pyridin-2-ylhept-2,4-dien-2-yl]-1-oxododec-4-en-6-yl] ester